C1(CCCCC1)C1=CC=C2C3=C1C(N(C3=CC=C2S(=O)(=O)N)CCC)=O cyclohexyl-2-oxo-1-propyl-1,2-dihydrobenzo[cd]indole-6-sulfonamide